FC(C(=O)O)(F)F.FC(C(=O)O)(F)F.NC1=CC=C(C(=N1)C)CNC([C@H](C)NC(=O)[C@@H]1NC[C@H](C1)CC1=CC(=C(C=C1)Br)Cl)=O (2R,4S)-N-((S)-1-(((6-amino-2-methylpyridin-3-yl)methyl)amino)-1-oxopropan-2-yl)-4-(4-bromo-3-chlorobenzyl)pyrrolidine-2-carboxamide di-trifluoroacetate